2-[4-benzyloxy-2-[[tert-butyl(dimethyl)silyl]oxymethyl]phenyl]-2-(4-bromophenyl)-N-methoxy-N-methyl-acetamide C(C1=CC=CC=C1)OC1=CC(=C(C=C1)C(C(=O)N(C)OC)C1=CC=C(C=C1)Br)CO[Si](C)(C)C(C)(C)C